N-(5-(5-(4-Aminoimidazo[2,1-f][1,2,4]triazin-7-yl)-1,2,4-oxadiazole-3-yl)-2-fluoro-4-methylphenyl)-3-(trifluoromethyl)benzamide NC1=NC=NN2C1=NC=C2C2=NC(=NO2)C=2C(=CC(=C(C2)NC(C2=CC(=CC=C2)C(F)(F)F)=O)F)C